CCCCCCCCCCCCCCCC1=CC(=CC=C1)O 3-N-PENTADECYLPHENOL